tert-butyl 2-bromo-2-(2-tert-butyl-3-methoxyphenyl)acetate BrC(C(=O)OC(C)(C)C)C1=C(C(=CC=C1)OC)C(C)(C)C